OC1N(C(C=C1CCC)=O)[C@H](C(=O)N)CC (2S)-2-(2-hydroxy-5-oxo-3-propyl-2,5-dihydro-1H-pyrrole-1-yl)butanamide